S(=O)(=O)(O)P([O-])([O-])=O.[Ca+2] calcium sulfophosphonate